ClC=1C(=C2C=NNC2=CC1C)C=1C(=NN(C1C)C1CC2(CN(C2)C(C=C)=O)C1)N1C(C[C@H](CC1)CN1CCOCC1)(C)C (S)-1-(6-(4-(5-chloro-6-methyl-1H-indazol-4-yl)-3-(2,2-dimethyl-4-(morpholinomethyl)piperidin-1-yl)-5-methyl-1H-pyrazol-1-yl)-2-azaspiro[3.3]heptan-2-yl)prop-2-en-1-one